FC(C1=NC=C(C(=C1)C1=CC(=NC=C1C(=O)N)N1C(C(=CC=C1)F)=O)OC)F 2''-(difluoromethyl)-3-fluoro-5''-methoxy-2-oxo-2H-[1,2':4',4''-terpyridine]-5'-carboxamide